CCCCC(CC)C(=O)O Heptane-5-carboxylic acid